N1=CC=C(C=C1)NC1=CC=C(C=C1)NC(C1=C(C=C(C(=O)NC2=CC=C(C=C2)NC2=CC=NC=C2)C=C1)OC(F)(F)F)=O N1,N4-bis(4-(pyridin-4-ylamino)phenyl)-2-(trifluoromethoxy)terephthalamide